N=1N=CN2C1C=CC(=C2)C2=CNC=1N=C(N=CC12)NC1CC(C1)(C(=O)N(C)C)C (1r,3r)-3-((5-([1,2,4]triazolo[4,3-a]pyridin-6-yl)-7H-pyrrolo[2,3-d]pyrimidin-2-yl)amino)-N,N,1-trimethylcyclobutane-1-carboxamide